C1(=CC=CC=C1)NCC(=O)NC1=CC=C(C=C1)C#CC1=CC=CC=C1 2-(phenylamino)-N-[4-(2-phenylethynyl)phenyl]acetamide